C(C)(C)NC(=O)C=1C=NC2=C(C=C(C=C2C1)OC)N1CCC(CC1)C(F)(F)F N-isopropyl-6-methoxy-8-(4-(trifluoromethyl)piperidin-1-yl)quinoline-3-carboxamide